methyl-2-((1-(2,6-difluorophenyl)cyclopropyl)amino)-thiazole CC=1N=C(SC1)NC1(CC1)C1=C(C=CC=C1F)F